5-((1S,3S)-3-methoxycyclopentyl)-N3-methyl-1-((S)-1-phenylethyl)-1H-pyrazole-3,5-dicarboxamide CO[C@@H]1C[C@H](CC1)C1(C=C(NN1[C@@H](C)C1=CC=CC=C1)C(=O)NC)C(=O)N